FC1(CN(CC[C@H]1NC1=NN2C(C(=N1)OC)=C(C(=C2)F)C=2C=CC1=C(N(N=N1)CC(F)(F)F)C2)C2COC2)F (R)-N-(3,3-difluoro-1-(oxetan-3-yl)piperidin-4-yl)-6-fluoro-4-methoxy-5-(1-(2,2,2-trifluoroethyl)-1H-benzo[d][1,2,3]triazol-6-yl)pyrrolo[2,1-f][1,2,4]triazin-2-amine